1-bromohexyl-2-phenyl-4,5-dimethylimidazole BrC(CCCCC)N1C(=NC(=C1C)C)C1=CC=CC=C1